FC(CN1CCC(CC1)CC1=CC=C(C=C1)NC(OCC1=CN=CO1)=O)F oxazol-5-ylmethyl (4-((1-(2,2-difluoroethyl)piperidin-4-yl)methyl)phenyl)carbamate